1,3-dimethyl-5-(5-methyl-1-(1-phenylethyl)-1H-pyrazol-4-yl)pyridin-2(1H)-one CN1C(C(=CC(=C1)C=1C=NN(C1C)C(C)C1=CC=CC=C1)C)=O